Methyl 7-(4-(2-chloropyrrolo[2,1-f][1,2,4]triazin-7-yl)phenoxy)heptanoate ClC1=NN2C(C=N1)=CC=C2C2=CC=C(OCCCCCCC(=O)OC)C=C2